C(#N)C=1C=NC(=NC1)NC(=O)[C@H]1CC[C@H]2[C@@H]3CC[C@@H]4C[C@](CC[C@@H]4[C@H]3CC[C@]12C)(CCC)O (3R,5R,8R,9R,10S,13S,14S,17S)-N-(5-cyanopyrimidin-2-yl)-3-hydroxy-13-methyl-3-propylhexadecahydro-1H-cyclopenta[a]phenanthrene-17-carboxamide